cis-5-(cyclopropylmethyl)-7-fluoro-6,7-dihydro-5H-pyrrolo[1,2-b][1,2,4]triazole-2-carboxylic acid C1(CC1)C[C@@H]1C[C@@H](C=2N1N=C(N2)C(=O)O)F